4-((4-hydroxybutyl)thio)-3,5-dimethoxybenzaldehyde OCCCCSC1=C(C=C(C=O)C=C1OC)OC